C1(=CC=CC=C1)NCCCNC1=CC=CC=C1 1,3-di(phenylamino)-propane